C1N(CC12CCOCC2)C2CCC(CC2)NC2=C1C=C(N(C1=CC=C2)CC(F)(F)F)C#CCNC2=C(C=C(C=C2)S(=O)(=O)NC)OC 4-((3-(4-(((1R,4R)-4-(7-oxa-2-azaspiro[3.5]nonan-2-yl)cyclohexyl)amino)-1-(2,2,2-trifluoroethyl)-1H-indol-2-yl)prop-2-yn-1-yl)amino)-3-methoxy-N-methylbenzenesulfonamide